C1=2N(CC=3C=CC=CC3C#CC2C=CC=C1)C(CCCCC(=O)O)=O 6-{2-azatricyclo[10.4.0.04,9]hexadeca-1(12),4(9),5,7,13,15-hexaen-10-yn-2-yl}-6-oxohexanoic acid